(1R,4R)-4-(2-(((R)-2-(5-fluoropyridin-3-yl)-2-hydroxyethyl)amino)-2-methylpropyl)cyclohexane-1-carboxylic acid FC=1C=C(C=NC1)[C@H](CNC(CC1CCC(CC1)C(=O)O)(C)C)O